(2-methyl-3-oxo-isoindolin-4-yl)methyl (4-nitrophenyl) carbonate C(OCC1=C2C(N(CC2=CC=C1)C)=O)(OC1=CC=C(C=C1)[N+](=O)[O-])=O